Methyl (5-bromopyridine-2-carbonyl)glycinate BrC=1C=CC(=NC1)C(=O)NCC(=O)OC